NC1=NC2=CC(=CC=C2C(=N1)NC1CC2(CC(C2)O)C1)C1=CC=NN1 6-((2-amino-7-(1H-pyrazol-5-yl)quinazolin-4-yl)amino)spiro[3.3]heptan-2-ol